COC1=CC=C(C=C1)C1=NN2C(=NC3=C(C2=N1)N=CC=C3)N[C@H]3C(NCCCC3)=O (3R)-3-{[2-(4-methoxyphenyl)pyrido[2,3-e][1,2,4]triazolo[1,5-c]pyrimidin-5-yl]amino}azepan-2-one